NC1=C(C(=NN1C(C(F)(F)F)C)C1=CC(=C(C=C1)Br)F)C#N 5-amino-3-(4-bromo-3-fluoro-phenyl)-1-(2,2,2-trifluoro-1-methyl-ethyl)pyrazole-4-carbonitrile